3H-imidazo[1,2-a]pyrrolo[2,3-e]pyrazine C1=CNC=2N=CC=3N(C21)C=CN3